4-Ethyl-6-((5-fluoro-4-(4-fluoro-2-methoxyphenyl)pyrimidin-2-yl)amino)-8-((4-propionylpiperazin-1-yl)methyl)-2H-benzo[b][1,4]oxazin-3(4H)-one C(C)N1C2=C(OCC1=O)C(=CC(=C2)NC2=NC=C(C(=N2)C2=C(C=C(C=C2)F)OC)F)CN2CCN(CC2)C(CC)=O